CC1=C(C=C(C(=O)NCC2=NC=C3C=CC(=NC3=C2)C2=CC=CC(=N2)N2CCN(C3(CC3)C2)C(=O)OC(C)(C)C)C=C1)S(=O)(=N)C tert-butyl 7-(6-(7-((4-methyl-3-(S-methylsulfonimidoyl)benzamido)methyl)-1,6-naphthyridin-2-yl)pyridin-2-yl)-4,7-diazaspiro[2.5]octane-4-carboxylate